C(N)(O[C@@H]1[C@@H](C2=CC=CC(=C2C1)Cl)O)=O (1R,2S)-4-chloro-1-hydroxy-2,3-dihydro-1H-inden-2-yl carbamate